acryloxypropyldimethylmethoxysilane C(C=C)(=O)OCCC[Si](OC)(C)C